C(C)OC1=CC=C(C=C1)[C@H](COC)NC(OC(C)(C)C)=O tert-butyl [(1R)-1-(4-ethoxyphenyl)-2-methoxyethyl]carbamate